3-Phenyl-3-(5-(3-(5,6,7,8-tetrahydro-1,8-naphthyridin-2-yl)propoxy)-1H-indazol-1-yl)propanoic acid C1(=CC=CC=C1)C(CC(=O)O)N1N=CC2=CC(=CC=C12)OCCCC1=NC=2NCCCC2C=C1